1-azido-2-methylsulfonyl-ethane N(=[N+]=[N-])CCS(=O)(=O)C